OCC(NC(CCS(=O)(=O)O)C)(CO)CO N-[Tris(hydroxymethyl)methyl]-3-aminobutanesulfonic acid